S(=O)(=O)(O)O.NCC(=O)O.NCC(=O)O.NCC(=O)O TRIGLYCINE Sulfate